F[C@@H]1[C@H](CNC1)NC=1C=CC(=C(C(=O)N)C1)C 5-(((3S,4S)-4-fluoropyrrolidin-3-yl)amino)-2-methylbenzamide